FC1=C2C(N(C(=NC2=CC=C1)[C@@H](C)O)C1=CC=CC=C1)=O (R)-5-fluoro-2-(1-hydroxyethyl)-3-phenylquinazolin-4(3H)-one